N1(CCCCC1)C1=CC=C(C=C1)N1C(N=NC1=O)=O [4-(1-piperidyl)phenyl]-1,2,4-triazoline-3,5-dione